C(CC1=C(C(C(=O)[O-])=CC=C1C(=O)[O-])C(=O)[O-])C1=C(C(C(=O)[O-])=CC=C1C(=O)[O-])C(=O)[O-] ethylene-bis-trimellitate